3-(7-(difluoromethyl)-6-(1-methyl-1H-pyrazol-4-yl)-3,4-dihydroquinolin-1(2H)-yl)-N-methyl-1-(tetrahydro-2H-pyran-4-yl)-1H-pyrazolo[4,3-b]pyridine-5-carboxamide FC(C1=C(C=C2CCCN(C2=C1)C1=NN(C=2C1=NC(=CC2)C(=O)NC)C2CCOCC2)C=2C=NN(C2)C)F